1-(2-(difluoromethyl)-4-fluorophenyl)ethan-1-ol FC(C1=C(C=CC(=C1)F)C(C)O)F